4-hydroxy-3-(5-(4-((2-(trimethylsilyl)ethoxy)methyl)-4H-1,2,4-triazol-3-yl)pyridin-3-yl)phenyl cyclopentylcarbamate C1(CCCC1)NC(OC1=CC(=C(C=C1)O)C=1C=NC=C(C1)C1=NN=CN1COCC[Si](C)(C)C)=O